(5S,7S)-2-[(2,2-difluorocyclopropyl)methyl]-7-fluoro-5-(2-fluorophenyl)-6,7-dihydro-5H-pyrrolo[1,2-b][1,2,4]triazole FC1(C(C1)CC=1N=C2N(N1)[C@@H](C[C@@H]2F)C2=C(C=CC=C2)F)F